C(C)(C)C1=NC=CC2=C(C=CC=C12)S(=O)(=O)N1CCN(CC1)C(CNC(OC(C)(C)C)=O)=O tert-butyl (2-(4-((1-isopropylisoquinolin-5-yl)sulfonyl)piperazin-1-yl)-2-oxoethyl)carbamate